6-[4-[acetyl(cyclopropylmethyl)amino]-3-chloro-phenyl]-N-(pyrimidin-5-ylmethyl)pyridine-3-carboxamide C(C)(=O)N(C1=C(C=C(C=C1)C1=CC=C(C=N1)C(=O)NCC=1C=NC=NC1)Cl)CC1CC1